2-(methylamino)-N-[(1s,4s)-4-{[2-(difluoromethyl)imidazo[1,2-a]pyridin-5-yl]amino}cyclohexyl]benzamide CNC1=C(C(=O)NC2CCC(CC2)NC2=CC=CC=3N2C=C(N3)C(F)F)C=CC=C1